[C@H]12CN(C[C@H](CC1)N2)C2=NC(=NC1=C(C(=CC=C21)C2=CC(=CC1=CC=CC=C21)O)F)N2CC(CC2)N(C)C 4-(4-((1R,5S)-3,8-diazabicyclo[3.2.1]octan-3-yl)-2-(3-(dimethylamino)pyrrolidin-1-yl)-8-fluoroquinazolin-7-yl)naphthalen-2-ol